9-(4-(5-chloro-3-methyl-1H-pyrazol-1-yl)benzyl)-2-(2-isopropylphenyl)-7,9-dihydro-8H-purin-8-one ClC1=CC(=NN1C1=CC=C(CN2C3=NC(=NC=C3NC2=O)C2=C(C=CC=C2)C(C)C)C=C1)C